titanium tributanolate C(CCC)[O-].C(CCC)[O-].C(CCC)[O-].[Ti+3]